C(CCC)OC(=O)C1=CC=CC=2C(C3=CC=CC=C3SC12)=O 4-butoxycarbonylthioxanthone